[C@H]1([C@H](O)[C@H](O)[C@@H](O)[C@@H](O1)C)O[C@@H](C=O)[C@@H](O)[C@@H](O)[C@H](O)CO 2-O-β-L-Rhamnopyranosyl-D-galactose